CC=1C=C(C=CC1)C1=CC2=C(C(CCO2)CN)C=C1 [7-(3-methylphenyl)-3,4-dihydro-2H-1-benzopyran-4-yl]methylamine